[Si](C)(C)(C(C)(C)C)OC=1C=CC(=NC1)NC(=O)N1CCN(CC1)CC1=CC(=C(C=C1)F)F N-[5-[(tert-butyldimethylsilyl)oxy]pyridin-2-yl]-4-[(3,4-difluorophenyl)methyl]piperazine-1-carboxamide